(2S,4r)-1-[(2S)-2-[4-[1-(cyclopropanecarbonylamino)-1-methyl-ethyl]triazol-1-yl]-3,3-dimethyl-butyryl]-4-hydroxy-N-methyl-pyrrolidine-2-carboxamide C1(CC1)C(=O)NC(C)(C)C=1N=NN(C1)[C@H](C(=O)N1[C@@H](C[C@H](C1)O)C(=O)NC)C(C)(C)C